COC(=O)C=1C(C2=C(NC1C)COC2=O)C2=C(C(=CC=C2)F)C2CC(C2)OCC2=CC=CC=C2.OCCNS(=O)(=O)C=2C=NC=CC2 N-(2-hydroxyethyl)pyridine-3-sulfonamide methyl-4-(2-(3-(benzyloxy)cyclobutyl)-3-fluorophenyl)-2-methyl-5-oxo-1,4,5,7-tetrahydrofuro[3,4-b]pyridine-3-carboxylate